FC=1C=C2CC(CN3C2=C(C1C)C=C3)NC 8-fluoro-N,9-dimethyl-5,6-dihydro-4H-pyrrolo[3,2,1-ij]quinolin-5-amine